C(=C)(C)C=1OCCCN1 2-Isopropenyl-5,6-dihydro-4H-1,3-oxazin